aminoethyl-γ-aminopropylmethyldimethoxysilane NCCCO[Si](OC)(C)CCCN